(4-amino-3,5-difluorophenyl)(8-(4-chloro-1,2-dimethyl-6-(trifluoromethyl)-1H-benzo[d]imidazol-5-yl)indolizin-3-yl)methanone NC1=C(C=C(C=C1F)C(=O)C1=CC=C2C(=CC=CN12)C1=C(C2=C(N(C(=N2)C)C)C=C1C(F)(F)F)Cl)F